(R*)-1-((R*)-7-fluorochroman-4-yl)propane-1-sulfonamide FC1=CC=C2[C@@H](CCOC2=C1)[C@@H](CC)S(=O)(=O)N |o1:5,11|